FC(CN1N=NC(=C1)C(=O)NCC1=NC=CC=C1)CCN1N=NC(=C1)C(NCC1=C(C=CC(=C1)OC(F)(F)F)F)=O 1-{2-fluoro-4-[4-({[2-fluoro-5-(trifluoromethoxy)phenyl]methyl}carbamoyl)-1H-1,2,3-triazol-1-yl]butyl}-N-(pyridin-2-ylmethyl)-1H-1,2,3-triazole-4-carboxamide